BrC=1C=NC(=C(C(=O)NC=2C=C(C=CC2)[S@](=O)(C)=NC(CN(C(OC(C)(C)C)=O)C)=O)C1C)N1CCC(CCC1)(F)F tert-butyl (R)-(2-(((3-(5-bromo-2-(4,4-difluoroazepan-1-yl)-4-methylnicotinamido)phenyl)(methyl)(oxo)-λ6-sulfaneylidene)amino)-2-oxoethyl)(methyl)carbamate